5-CHLORO-1-[2-(DIMETHYLAMINO)ETHYL]-3-ETHYL-1H-PYRAZOLE-4-CARBALDEHYDE ClC1=C(C(=NN1CCN(C)C)CC)C=O